ethyl (S)-4-(5-chloro-3-methyl-2-(piperidin-3-yloxy)phenyl)pyrrolo[2,1-f][1,2,4]triazine-6-carboxylate hydrochloride Cl.ClC=1C=C(C(=C(C1)C1=NC=NN2C1=CC(=C2)C(=O)OCC)O[C@@H]2CNCCC2)C